4,6-Bis{4-[(4-dimethylaminobutyl)iminomethyl]phenyl}-1-benzyl-1H-pyrrolo[2,3-b]pyridine CN(CCCCN=CC1=CC=C(C=C1)C1=C2C(=NC(=C1)C1=CC=C(C=C1)C=NCCCCN(C)C)N(C=C2)CC2=CC=CC=C2)C